NC1=C2C(N(C(C2=C(C=C1)Br)=O)CC1=CC=C(C=C1)OC)C1=C(C=CC=C1)C 4-amino-7-bromo-2-(4-methoxybenzyl)-3-(o-tolyl)isoindolin-1-one